di-tert-butylthiourea C(C)(C)(C)NC(NC(C)(C)C)=S